4-(2-methyl-1H-indol-3-yl)thiazol CC=1NC2=CC=CC=C2C1C=1N=CSC1